(3S,5S)-1-[7-chloro-8-fluoro-4-(1-piperidyl)pyrido[4,3-d]pyrimidin-2-yl]-5-methyl-pyrrolidin-3-amine ClC1=C(C=2N=C(N=C(C2C=N1)N1CCCCC1)N1C[C@H](C[C@@H]1C)N)F